C(C)(C)(C)C1=CC=C(C=N1)N(C(OC(C)(C)C)=O)CC#C tert-butyl N-(6-tert-butyl-3-pyridyl)-N-prop-2-ynyl-carbamate